1-methylcyclopropane-1,2-diol CC1(C(C1)O)O